C(C)(C)C1=CC(=NN1)NC1=CN=C2C(=N1)N(N=C2)C[C@H](CO)C (R)-3-(6-((5-isopropyl-1H-pyrazol-3-yl)amino)-1H-pyrazolo[3,4-b]pyrazin-1-yl)-2-methylpropan-1-ol